N,N'-tetra(2-hydroxyethyl)-ethylenediamine OCCN(CCN(CCO)CCO)CCO